BrC1=C(C=C(C=C1)C1=NN(C=N1)C)OC (4-bromo-3-methoxyphenyl)-1-methyl-1H-1,2,4-triazole